NC1=CC2=C(NC(=N2)C2=C(C=CC(=C2)Cl)O)C=C1 2-(5-amino-1H-benzo[d]imidazol-2-yl)-4-chlorophenol